C(C)C(CN(CC(CCCC)CC)CCN1N=NC2=C1C=CC=C2)CCCC 1-(N,N-bis(2-ethylhexyl)aminomethyl)methylbenzotriazole